2-(1-AZETIDINYL)-1,3-PROPANEDIOL 4-METHYLBENZENESULFONIC ACID SALT CC1=CC=C(C=C1)S(=O)(=O)O.N1(CCC1)C(CO)CO